[Si](C1=CC=CC=C1)(C1=CC=CC=C1)(C(C)(C)C)OC[C@@H]1C[C@@H]2C[C@@H]3N([C@H]2CC1)C(N(C3)S(=O)(=O)C3=CC=C(C)C=C3)=O (4aS,7S,8aR,9aS)-7-(((tert-butyldiphenylsilyl)oxy)methyl)-2-tosyldecahydro-3H-imidazo[1,5-a]indol-3-one